C(C)OC(=O)C=1N=CC=2CN(CCC2C1)C1=CC(=CC(=C1)F)F 7-(3,5-difluorophenyl)-5,6,7,8-tetrahydro-2,7-naphthyridine-3-carboxylic acid ethyl ester